OC1=C2C(C(=C(OC2=CC(=C1)O)C1=CC=C(C=C1)O)O[C@H]1[C@@H]([C@H]([C@@H]([C@H](O1)C(=O)O)O)O)O)=O (2S,3S,4S,5R,6S)-6-[5,7-dihydroxy-2-(4-hydroxyphenyl)-4-oxochromen-3-yl]oxy-3,4,5-trihydroxyoxane-2-carboxylic acid